C(CCCCCCCC)C1OCCCO1 2-n-nonyl-1,3-dioxane